C1(CCCCC1)[C@@H](C(=O)N1CCC(CC1)N1CC(C1)(F)F)NC(OC(C)(C)C)=O tert-butyl (S)-(1-cyclohexyl-2-(4-(3,3-difluoroazetidin-1-yl)piperidin-1-yl)-2-oxoethyl)carbamate